CC(CNC(OCCC=C(C(=O)[O-])C)=O)CC(CCNC(OCCC=C(C(=O)[O-])C)=O)(C)C 7,9,9-Tri-methyl-4,13-dioxo-3,14-dioxa-5,12-diazahexadecan-1,16-diyl-bis(2-methylacrylat)